(2R,3S)-2,3-difluoro-N-(2-(methylamino)-4-((4-(trifluoromethyl)benzyl)amino)phenyl)heptanamide F[C@H](C(=O)NC1=C(C=C(C=C1)NCC1=CC=C(C=C1)C(F)(F)F)NC)[C@H](CCCC)F